C(CCCCCCCCCCCCCCCCC)(=O)O.OCC(O)CO.OCC(O)CO diglycerin monostearate